tert-butyl (2-(hydroxymethyl)-1-methyl-1H-indol-3-yl)carbamate OCC=1N(C2=CC=CC=C2C1NC(OC(C)(C)C)=O)C